diphenyl(4-phenylpiperazin-1-yl)phosphine sulfide C1(=CC=CC=C1)P(N1CCN(CC1)C1=CC=CC=C1)(C1=CC=CC=C1)=S